BrC1=CC=C(C=C1)C1(CC(C1)F)C#N E-1-(4-Bromophenyl)-3-fluoro-cyclobutanecarbonitrile